5-chloro-2-{[(propan-2-yl)amino]methyl}-7,8-dihydro-6H-spiro[[1,3]oxazolo[5,4-f]quinazoline-9,1'-cyclohexan]-7-one ClC=1C=C2C(=C3C1NC(NC31CCCCC1)=O)OC(=N2)CNC(C)C